6-(4-(5-methyl-1,2,4-oxadiazol-3-yl)-2-(trifluoromethyl)phenyl)pyridin-3-amine CC1=NC(=NO1)C1=CC(=C(C=C1)C1=CC=C(C=N1)N)C(F)(F)F